ClC1(CC=2C(C3=CC=CC=C3SC2C(=C1)C)=O)C 2-chloro-2,4-dimethyl-thioxanthone